7-amino-2-(tert-butoxycarbonyl)-1-oxo-3H-isoindol-4-ylboronic acid NC=1C=CC(=C2CN(C(C12)=O)C(=O)OC(C)(C)C)B(O)O